ClCC#CCN(S(=O)(=O)C1=CC=C(C=C1)[N+](=O)[O-])CCC N-(4-chlorobut-2-ynyl)-4-nitro-N-propyl-benzenesulfonamide